[Fe+2].C(CN(CC(=O)[O-])CC(=O)[O-])N(CC(=O)[O-])CC(=O)[O-].[Fe+2] ethylenediaminetetraacetate iron